C(C)(C)(C)OC(=O)N1C(=C(C=2C1=CN=C(C2)N2CCC(CC2)NC(=O)OC(C)(C)C)C(C)C)C=2C=C(C=1N(C2)N=CN1)OC 5-(4-((tert-Butoxycarbonyl)amino)piperidin-1-yl)-3-isopropyl-2-(8-methoxy-[1,2,4]triazolo[1,5-a]pyridin-6-yl)-1H-pyrrolo[2,3-c]pyridine-1-carboxylic acid tert-butyl ester